CC1=C(C=CC(=N1)NC(=O)C1CC2(CC(C2)C(=O)OC)C1)NC1=NC(=CC=C1[N+](=O)[O-])C1=CC=CC=C1 methyl 6-((6-methyl-5-((3-nitro-6-phenylpyridin-2-yl)amino)pyridin-2-yl)carbamoyl)spiro[3.3]heptane-2-carboxylate